4-[(4R,10bS)-8-[(3R,4S)-3-amino-4-fluoro-pyrrolidin-1-yl]-4-methyl-3,4,6,10b-tetrahydro-1H-pyrazino[2,1-a]isoindol-2-yl]pyrazolo[1,5-a]pyridine-7-carbonitrile N[C@@H]1CN(C[C@@H]1F)C=1C=C2CN3[C@@H](C2=CC1)CN(C[C@H]3C)C=3C=1N(C(=CC3)C#N)N=CC1